N1(CCCCC=C1)C(=O)OCC1=CC=CC=C1 benzyl 2,3,4,5-tetrahydro-1H-azepine-1-carboxylate